3-tert-butoxycarbonylbenzimidazole-5-carboxylic acid C(C)(C)(C)OC(=O)N1C=NC2=C1C=C(C=C2)C(=O)O